C(C)SC(=O)C1=CC=C(C[C@H](N)C(=O)O)C=C1 4-[(ethylsulfanyl)carbonyl]-L-phenylalanine